CC1=C(C2=C(C(=C1O[C@H]3[C@@H]([C@H]([C@@H]([C@H](O3)CO)O)O)O)C)O[C@@H](CC2=O)C4=C(C=CC(=C4)O)O)O The molecule is a flavanone glycoside that is (2S)-flavanone substituted by methyl groups at positions 6 and 8, hydroxy groups at positions 5, 2' and 5' and a beta-D-glucopyranosyloxy residue at position 7. Isolated from the leaves of Myrcia multiflora, it exhibits inhibitory activity against alpha-glucosidase and aldose reductase. It has a role as a metabolite, an EC 3.2.1.20 (alpha-glucosidase) inhibitor and an EC 1.1.1.21 (aldehyde reductase) inhibitor. It is a trihydroxyflavanone, a flavanone glycoside, a beta-D-glucoside and a monosaccharide derivative.